NC=1N=C(C2=C(N1)C(N(C2=O)C)=CC2=C(C=C(C=C2)F)F)C=2OC(=CC2)C 2-amino-7-((2,4-difluorophenyl)methylene)-4-(5-methylfuran-2-yl)-6-methyl-5H,6H,7H-pyrrolo[3,4-d]pyrimidin-5-one